NC1=C2N=CN(C2=NC=N1)C[C@@H](C)OCP(OCCCSCCCCCCCCCCCC#C[Si](CC)(CC)CC)(O)=O 3-((13-(triethylsilyl)tridec-12-yn-1-yl)thio)propyl hydrogen ((((R)-1-(6-amino-9H-purin-9-yl)propan-2-yl)oxy)methyl)phosphonate